methyl 3-(1-oxo-1H-phenalen-6-yl)-7-ureido-2-naphthoate O=C1C=CC2=CC=C(C3=CC=CC1=C23)C=2C(=CC3=CC(=CC=C3C2)NC(=O)N)C(=O)OC